3-(4'-((1-(ethylsulfonyl)azetidin-3-yl)methoxy)-4,5,5',6'-tetrahydro-2H-spiro[furan-3,8'-pyrano[3,4-b]pyridin]-2'-yl)-1-methyl-1H-pyrrolo[2,3-c]pyridine C(C)S(=O)(=O)N1CC(C1)COC1=C2C(=NC(=C1)C1=CN(C3=CN=CC=C31)C)C3(OCC2)COCC3